N-({4-bromo-1H,3H-furo[3,4-c]quinolin-7-yl}methyl)-2-cyclopropyl-N-[1-methyl-3-(trifluoromethyl)-1H-pyrazol-4-yl]pyrimidine-5-carboxamide BrC1=NC=2C=C(C=CC2C2=C1COC2)CN(C(=O)C=2C=NC(=NC2)C2CC2)C=2C(=NN(C2)C)C(F)(F)F